N-{[4-(quinoline-8-sulfonyl)phenyl]methyl}imidazo[1,2-a]pyrimidine-6-carboxamide N1=CC=CC2=CC=CC(=C12)S(=O)(=O)C1=CC=C(C=C1)CNC(=O)C=1C=NC=2N(C1)C=CN2